C1(=CC=CC=C1)N1N=CC(=C1)C#N 1-phenyl-4-cyanopyrazole